N-(3,4-dichlorophenyl)-DL-alanine ClC=1C=C(C=CC1Cl)N[C@@H](C)C(=O)O |r|